ClC1=C(C=CC(=C1)F)C1=CNC(C2=CC(=CC=C12)O[C@@H](C(=O)N1CC(CCC1)C(=O)N)C)=O 1-((R)-2-((4-(2-chloro-4-fluorophenyl)-1-oxo-1,2-dihydroisoquinolin-7-yl)oxy)propanoyl)piperidine-3-carboxamide